C1(CCC2C3CCC(C12)C3)(CC=CC(=O)[O-])CC=CC(=O)[O-] (octahydro-4,7-methano-1H-indendiyl)bis(methylene)diacrylate